1-(2,6-difluorobenzyl)-5-((dimethylamino)methyl)-3-(6-(2-fluoroethoxy)pyridazin-3-yl)-6-(4-nitrophenyl)thieno[2,3-d]pyrimidine-2,4(1H,3H)-dione FC1=C(CN2C(N(C(C3=C2SC(=C3CN(C)C)C3=CC=C(C=C3)[N+](=O)[O-])=O)C=3N=NC(=CC3)OCCF)=O)C(=CC=C1)F